S-(-)-Nicotine CN1CCC[C@H]1C2=CN=CC=C2